BrC=1N=C(N(N1)C1=NC=C(C=C1)OC(F)F)C(C)NC(C1=CC(=CC(=C1)C(F)(F)F)C(F)F)=O N-[1-[5-bromo-2-[5-(difluoromethoxy)-2-pyridyl]-1,2,4-triazol-3-yl]ethyl]-3-(difluoromethyl)-5-(trifluoromethyl)benzamide